Cl.CC1=CC(NC2=CC=CC=C12)=O 4-methyl-1H-quinolin-2-one hydrochloride